6-(4-bromo-2,6-dichlorophenoxy)-4-cyclopentylpyridazin-3(2H)-one BrC1=CC(=C(OC=2C=C(C(NN2)=O)C2CCCC2)C(=C1)Cl)Cl